6,7-dichloro-3-thiomorpholinylsulfonyl-quinolin-4-ol ClC=1C=C2C(=C(C=NC2=CC1Cl)S(=O)(=O)N1CCSCC1)O